C[Si](N([Si](C)(C)C)CC[Si](OC)(OC)C)(C)C N,N-bis(trimethylsilyl)aminoethylmethyl-dimethoxysilane